2-(2-Chloro-phenoxy)-N-(5,6-dimethoxy-benzothiazol-2-yl)-2-(4-ethanesulfonyl-phenyl)-acetamide ClC1=C(OC(C(=O)NC=2SC3=C(N2)C=C(C(=C3)OC)OC)C3=CC=C(C=C3)S(=O)(=O)CC)C=CC=C1